ClC=1C(=CC2=C([C@@H]([C@](O2)(C2=CC=CC=C2)CNC(OC(C)(C)C)=O)C)C1C1=C(C(=CC=C1OCCO)F)F)F tert-butyl (((2S,3S,4R)-5-chloro-4-(2,3-difluoro-6-(2-hydroxyethoxy)phenyl)-6-fluoro-3-methyl-2-phenyl-2,3-dihydrobenzofuran-2-yl)methyl)carbamate